FC=1C(=NC(=NC1)C1=CN=CN1C)C(=O)NC1CCC(CC1)OC(F)(F)F 5-fluoro-2-(1-methyl-1H-imidazol-5-yl)-N-((1r,4r)-4-(trifluoromethoxy)cyclohexyl)pyrimidine-4-carboxamide